CS(=O)(=O)NCCCNC(=O)C=1C=NC2=C(C=CC=C2C1)C1=CCC2(CC2)CC1 N-(3-(methylsulfonamido)propyl)-8-(spiro[2.5]oct-5-en-6-yl)quinoline-3-carboxamide